C[C@@H]1CNCC[C@@H]1C1=CC=C(C=C1)C(C)(C)C |r| (rac)-(cis)-3-methyl-4-(4-(tert-butyl)phenyl)piperidine